NC1=NC=C(C2=C1C(=NN2)C2=CC=C(C=C2)CC(=O)NC2=NOC(=C2)C(C)(C)C)C=2N=NN(C2)C2CCN(CC2)C(=O)OC(C)(C)C tert-butyl 4-[4-[4-amino-3-[4-[2-[(5-tert-butylisoxazol-3-yl)amino]-2-oxo-ethyl]phenyl]-1H-pyrazolo[4,3-c]pyridin-7-yl]triazol-1-yl]piperidine-1-carboxylate